BrC1=NC=C(N=C1C1=CC=CC=C1)N1CCNCC1 bromo-3-phenyl-5-(piperazin-1-yl)pyrazine